NC1=NC(=CC(=N1)N1CC(NCC1)C=1C=C(C=CC1Br)O)C(C)C 3-(4-(2-amino-6-isopropylpyrimidin-4-yl)piperazin-2-yl)-4-bromophenol